C(C)(C)(C)OC(NCCOCC(N)C1=NC(=NC=C1Cl)Cl)=O 2-(2,5-dichloropyrimidin-4-yl(amino)ethoxy)ethylcarbamic acid tert-butyl ester